1,4,5,8-tetrabromoanthraquinone BrC1=CC=C(C=2C(C3=C(C=CC(=C3C(C12)=O)Br)Br)=O)Br